BrC1=C(C=CC(=C1)OC)[N+](=O)[O-] 2-bromo-4-methoxy-1-nitrobenzene